S1C(=CC=C1)CC#N Thiophenacetonitril